(3S,4R)-4-[4-chloro-3-(3-methyl-5-{[5-(trifluoromethyl)pyrazin-2-yl]oxy}phenyl)-1H-pyrrolo[3,2-c]pyridin-1-yl]oxolan-3-ol ClC1=NC=CC2=C1C(=CN2[C@H]2[C@@H](COC2)O)C2=CC(=CC(=C2)OC2=NC=C(N=C2)C(F)(F)F)C